(R)-2-chloro-8-methyl-N-(1-oxaspiro[4.5]dec-8-yl)-8-(trifluoromethyl)-7,8-dihydro-6H-pyrazolo[1,5-a]pyrrolo[2,3-e]pyrimidine-6-carboxamide ClC1=NN2C(N=CC3=C2[C@@](CN3C(=O)NC3CCC2(CCCO2)CC3)(C(F)(F)F)C)=C1